3-(1-((2-amino-5-chloropyridin-3-yl)ethyl)phenyl)-4-((4-methylpiperazin-1-yl)methyl)benzamide NC1=NC=C(C=C1CCC1(CC=CC=C1)C=1C=C(C(=O)N)C=CC1CN1CCN(CC1)C)Cl